ClC1=CC=C(C(=N1)C=1C=C(C(=C(C=O)C1)B1OC(C(O1)(C)C)(C)C)F)NC(C)C=1C=C(C=C2C(C(=C(OC12)N1CCCCC1)C)=O)C 5-[6-chloro-3-[1-[3,6-dimethyl-4-oxo-2-(1-piperidyl)chromen-8-yl]ethyl-amino]-2-pyridyl]-3-fluoro-2-(4,4,5,5-tetramethyl-1,3,2-dioxaborolan-2-yl)benzaldehyde